9-(3-chlorophenyl)-2-(2-morpholinylpyrimidin-5-yl)-6,7,8,9-tetrahydrobenzo[4,5]imidazo[1,2-a]pyridin-9-ol ClC=1C=C(C=CC1)C1(CCCC=2N=C3N(C=C(C=C3)C=3C=NC(=NC3)N3CCOCC3)C21)O